C1(CC1)C=1C(=NON1)C(=O)N[C@H](C(=O)NC1=NC=CC(=C1)C(COC)NC(CCC(F)(F)F)=O)C1CCC(CC1)(F)F 4-Cyclopropyl-N-((1S)-1-(4,4-difluorocyclohexyl)-2-((4-(2-methoxy-1-(4,4,4-trifluorobutanamido)ethyl)pyridin-2-yl)amino)-2-oxoethyl)-1,2,5-oxadiazole-3-carboxamide